C1=CC(=C(C=C1N=NC2=CC(=C(C=C2)[O-])C(=O)O)C(=O)O)[O-] The molecule is a dicarboxylic acid dianion obtained by deprotonation of both carboxy groups of 3,3'-azobis(6-hydroxybenzoic acid) (olsalazine). It is a conjugate base of an olsalazine.